BrC=1C=C2COC(C2=CC1)O 5-bromo-1,3-dihydroisobenzofuran-1-ol